4-(4-aminophenyl)-2-cyclopropyl-6-(2-methyl-2H-indazol-5-yl)thiazolo[4,5-d]pyrimidine-5,7(4H,6H)-dione NC1=CC=C(C=C1)N1C(N(C(C2=C1N=C(S2)C2CC2)=O)C2=CC1=CN(N=C1C=C2)C)=O